C(C)(C)(C)OC(=O)N1CC(CC1)(C#CC1=CC=C(C=C1)C(=O)OC)O 3-hydroxy-3-[2-(4-methoxycarbonylphenyl)ethynyl]Pyrrolidine-1-carboxylic acid tert-butyl ester